5-(1-azido-3,6,9,12-tetraoxapentadecan-15-amido)-N-(2-((2-oxoazepan-3-yl)carbamoyl)phenyl)benzo[b]thiophene-2-carboxamide N(=[N+]=[N-])CCOCCOCCOCCOCCC(=O)NC1=CC2=C(SC(=C2)C(=O)NC2=C(C=CC=C2)C(NC2C(NCCCC2)=O)=O)C=C1